C12C3C4CC5C3C2CC5C4C1 Pentacyclo[5.4.0.02,6.03,10.05,9]undecane